Benzo[1,2-b:4,5-b']difuran-4-amine O1C=2C(C=C1)=C(C=1OC=CC1C2)N